[Mo].[Bi].[Ga] gallium-bismuth-molybdenum